(S)-5-(4-fluorophenyl)-2,5,6,7-tetrahydro-3H-pyrrolo[2,1-c][1,2,4]triazol-3-one FC1=CC=C(C=C1)[C@@H]1CCC2=NNC(N21)=O